ClC1=CC=C(C=N1)NC1=NC=C(C2=CC(=CC=C12)OC)OC N-(6-chloropyridin-3-yl)-4,6-dimethoxyisoquinolin-1-amine